2-(tert-butyl)-N-(4-(2-((1,5-dimethyl-1H-pyrazol-4-yl)amino)pyrimidin-4-yl)-2-methylbenzyl)thiazole-5-carboxamide C(C)(C)(C)C=1SC(=CN1)C(=O)NCC1=C(C=C(C=C1)C1=NC(=NC=C1)NC=1C=NN(C1C)C)C